CN=S(=O)(C)C1=CC=C(COC=2C(C=C(OC2)CN2CC3=CC=CC=C3C2)=O)C=C1 5-((4-(N,S-Dimethylsulphonimidoyl)benzyl)oxy)-2-(isoindolin-2-ylmethyl)-4H-pyran-4-one